ClC1=CC2=C(C=N1)C(=NN2C2=C(C=C(C=C2)NS(=O)(=O)C)OC)NC(=O)C2CN(CC2)C N-(6-chloro-1-(2-methoxy-4-(methylsulfonamido)phenyl)-1H-pyrazolo[4,3-c]pyridin-3-yl)-1-methylpyrrolidine-3-carboxamide